C(C=C)(=O)N1C[C@@H](C[C@@H]1C)N1C(=C(C2=C1N=CN=C2N)C(=O)N[C@H](C)C2=CC=CC=C2)Br 7-((3R,5S)-1-acryloyl-5-methylpyrrolidin-3-yl)-4-amino-6-bromo-N-((R)-1-phenylethyl)-7H-pyrrolo[2,3-d]pyrimidine-5-carboxamide